trans-5-(2-nitrocyclopropyl)-1-(benzenesulfonyl)indoline [N+](=O)([O-])[C@H]1[C@@H](C1)C=1C=C2CCN(C2=CC1)S(=O)(=O)C1=CC=CC=C1